4-((4-(chloromethyl)-2-(ethylsulfonyl)phenoxy)methyl)-1-(methyl-sulfonyl)piperidine ClCC1=CC(=C(OCC2CCN(CC2)S(=O)(=O)C)C=C1)S(=O)(=O)CC